4,5-bis(benzyloxy)pyridin C(C1=CC=CC=C1)OC1=CC=NC=C1OCC1=CC=CC=C1